2-(2-(2-oxoimidazolin-1-yl)ethoxy)-1-naphthonitrile oxide O=C1N(CCN1)CCOC1=C(C2=CC=CC=C2C=C1)C#[N+][O-]